1-(6-(4-butylphenyl)pyridin-3-yl)ethan-1-one C(CCC)C1=CC=C(C=C1)C1=CC=C(C=N1)C(C)=O